CC1=CCCC(C1C=O)C (2,4-dimethylcyclohexen-3-yl)formaldehyde